FC1=C(N(CC2=CC=C(C=C2)OC)CC2=CC=C(C=C2)OC)C=C(C(=C1F)C(F)(F)F)B1OC(C(O1)(C)C)(C)C 2,3-Difluoro-N,N-bis(4-methoxybenzyl)-5-(4,4,5,5-tetramethyl-1,3,2-dioxaborolan-2-yl)-4-(trifluoromethyl)aniline